C(#N)C[C@@H]1N(CCN(C1)C1=NC(=NC2=C(C(=C(C=C12)F)C1=CC(=CC2=CC=CC(=C12)C#C[Si](C(C)C)(C(C)C)C(C)C)OCOC)F)F)C(=O)OC(C)(C)C tert-butyl (2S)-2-(cyanomethyl)-4-(2,6,8-trifluoro-7-(3-(methoxymethoxy)-8-((triisopropylsilyl)ethynyl)naphth-1-yl)quinazolin-4-yl)piperazine-1-carboxylate